3-amino-N-[(3R)-7-[(3S,4S)-3-amino-4-methoxypyrrolidin-1-yl]-2H,3H,4H-pyrano[2,3-b]pyridin-3-yl]-4,6-dimethylthieno[2,3-b]pyridine-2-carboxamide NC1=C(SC2=NC(=CC(=C21)C)C)C(=O)N[C@@H]2CC=1C(=NC(=CC1)N1C[C@@H]([C@H](C1)OC)N)OC2